(3-(2-amino-3,5-dicyano-6-(piperidin-1-yl) pyridin-4-yl) phenyl) borate B(OC1=CC(=CC=C1)C1=C(C(=NC(=C1C#N)N1CCCCC1)N)C#N)([O-])[O-]